3-[2-[(E)-5-[3-(Benzenesulfonamidomethyl)phenyl]pent-4-enoxy]phenyl]propanoic acid C1(=CC=CC=C1)S(=O)(=O)NCC=1C=C(C=CC1)/C=C/CCCOC1=C(C=CC=C1)CCC(=O)O